C12(CCC(CC1)C2)C(=O)[O-] bicyclo[2.2.1]heptane-carboxylate